3-(2-(4-(4-chloropyridin-2-yl)piperazin-1-yl)ethoxy)benzonitrile ClC1=CC(=NC=C1)N1CCN(CC1)CCOC=1C=C(C#N)C=CC1